2,2'-(2-methylpropane-1,1-diyl)bis(4,4,5,5-tetramethyl-1,3,2-dioxaborolane) CC(C(B1OC(C(O1)(C)C)(C)C)B1OC(C(O1)(C)C)(C)C)C